C(C)(C)(C)OC(=O)N1CC(C1)C1=NN(C2=C1C(=NC=C2)F)C2=CC=C(C=C2)OC(F)(F)F 3-[4-fluoro-1-[4-(trifluoromethoxy)phenyl]pyrazolo[4,3-c]pyridin-3-yl]azetidine-1-carboxylic acid tert-butyl ester